4-bromo-2-((methoxymethoxy)methyl)pyridine BrC1=CC(=NC=C1)COCOC